C(C)(C)OC1=C(C=NC=C1)C(CCC)(O)C=1SC2=C(N1)C=CC(=C2)OC(F)(F)F 1-(4-isopropoxypyridin-3-yl)-1-(6-(trifluoromethoxy)benzo[d]thiazol-2-yl)butan-1-ol